(R)-N-(1-(3-(difluoromethyl)-2-fluorophenyl)ethyl)-2-methyl-6-(pyrrolidin-1-ylsulfonyl)pyrido[3,4-d]pyrimidin-4-amine FC(C=1C(=C(C=CC1)[C@@H](C)NC=1C2=C(N=C(N1)C)C=NC(=C2)S(=O)(=O)N2CCCC2)F)F